Dichlorofluorenol ClC=1C(=C(C=2CC3=CC=CC=C3C2C1)O)Cl